FC=1C=C2C(=CC=NC2=CC1)NC1CC2(CN(C2)C(=O)OC(C)(C)C)C1 tert-butyl 6-((6-fluoroquinolin-4-yl) amino)-2-azaspiro[3.3]heptane-2-carboxylate